(S)-2-((4-((3-((2,4-dichlorophenoxy)methyl)-1H-pyrazol-1-yl)methyl)piperidin-1-yl)methyl)-1-(oxetan-2-ylmethyl)-1H-benzo[d]imidazole-6-carboxylic acid ClC1=C(OCC2=NN(C=C2)CC2CCN(CC2)CC2=NC3=C(N2C[C@H]2OCC2)C=C(C=C3)C(=O)O)C=CC(=C1)Cl